N-(cis-2-(biphenyl-3-ylmethyl)-1-(2,2-difluoropropanoyl)pyrrolidin-3-yl)methanesulfonamide C1(=CC(=CC=C1)C[C@@H]1N(CC[C@@H]1NS(=O)(=O)C)C(C(C)(F)F)=O)C1=CC=CC=C1